19-((2,5-dioxopyrrolidin-1-yl)oxy)-19-oxononadecanoic acid O=C1N(C(CC1)=O)OC(CCCCCCCCCCCCCCCCCC(=O)O)=O